OC1(CC(=CC=C1)CCC(=O)Cl)O 3-hydroxy-3-hydroxy-phenyl-propionyl chloride